O[C@@H]1[C@@H](COC1)NC(=O)C1=C(OC2=C1C=C(C=C2)OCC=2N(C=CN2)C)C N-(cis-4-hydroxytetrahydrofuran-3-yl)-2-methyl-5-((1-methyl-1H-imidazol-2-yl)methoxy)benzofuran-3-carboxamide